C(CCCCCCCCCC(=O)N)CCCCCCCCCC(=O)N methylenebisdecanoamide